(R)-4-Boc-2-hydroxymethylmorpholine C(=O)(OC(C)(C)C)N1C[C@@H](OCC1)CO